COC1=CC=C(CN(S(=O)(=O)C2=C(C(=C(C(=O)O)C(=C2F)F)F)F)CC2=CC=C(C=C2)OC)C=C1 4-(N,N-bis(4-methoxybenzyl)sulfamoyl)-2,3,5,6-tetrafluorobenzoic acid